methyl (R)-5-isopropyl-4-(tetrahydro-2H-pyran-4-carbonyl)-2,3,4,5-tetrahydrobenzo[f][1,4]oxazepine-8-carboxylate C(C)(C)[C@H]1N(CCOC2=C1C=CC(=C2)C(=O)OC)C(=O)C2CCOCC2